methyl 2-(3-methoxy-4-((4-methoxybenzyl) oxy) phenyl)-3-oxobutanoate COC=1C=C(C=CC1OCC1=CC=C(C=C1)OC)C(C(=O)OC)C(C)=O